FC(OC1=C(C(=O)N2CC(C2)C#N)C(=CC(=C1)C1=CN=C2N1C=CC(=C2)OCCCN2CCCCC2)OC)F 1-[2-(difluoromethoxy)-6-methoxy-4-[7-[3-(1-piperidyl)propoxy]imidazo[1,2-a]pyridin-3-yl]benzoyl]azetidine-3-carbonitrile